methyl-2-((E)-3-[1-[3-(trimethylammonio)propyl]-4(1H)-quinolinylidene]-1-propenyl)-1,3-benzothiazol-3-ium C[N+]1=C(SC2=C1C=CC=C2)\C=C\C=C2C=CN(C1=CC=CC=C21)CCC[N+](C)(C)C